C(C)(C)(C)C1=C(C(=CC(=C1)C)CC1=C(C(=CC(=C1)C)C(C)(C)C)O)OC(C=C)=O 2-Tert-butyl-6-[(3-tert-butyl-2-hydroxy-5-methylphenyl)methyl]-4-methylphenylprop-2-enoat